COC1=C(C=NC=C1)C1=CC2=C(C(=N1)C)C=NN2C2=CC(=CC(=N2)N2CCC(CC2)C#N)N2[C@@H]([C@H](C2)CS(=O)(=O)C)C 1-(6-(6-(4-methoxypyridin-3-yl)-4-methyl-1H-pyrazolo[4,3-c]pyridin-1-yl)-4-((2R,3S)-2-methyl-3-((methylsulfonyl)methyl)azetidin-1-yl)pyridin-2-yl)piperidine-4-carbonitrile